methyl (S)-3-(((tert-butoxy)carbonyl)amino)-3-(4-(ethylsulfonyl)phenyl)propanoate C(C)(C)(C)OC(=O)N[C@@H](CC(=O)OC)C1=CC=C(C=C1)S(=O)(=O)CC